C(C1=CC=CC=C1)NC(N(C1=NC=C(C=C1)C=1C=NN(C1)C)[C@@H]1CC[C@H](CC1)NC1=NC=C(C(=N1)N1CC(CC1)(C)O)C#N)=O 3-benzyl-1-(trans-4-((5-cyano-4-(3-hydroxy-3-methylpyrrolidin-1-yl)pyrimidin-2-yl)amino)-cyclohexyl)-1-(5-(1-methyl-1H-pyrazol-4-yl)pyridin-2-yl)urea